3-{3-[(1S)-1-amino-2,3-dihydro-1H-inden-5-yl]-5-(oxetan-3-yl)imidazo[4,5-b]pyridine-2-yl}pyridin-2-amine N[C@H]1CCC2=CC(=CC=C12)N1C(=NC=2C1=NC(=CC2)C2COC2)C=2C(=NC=CC2)N